C(C1=CC=CC=C1)N1CCC(CC1)CCN1CC23C(C1=O)C(C(C=C2)O3)C(=O)O 3-[2-(1-Benzyl-piperidin-4-yl)-ethyl]-4-oxo-10-oxa-3-aza-tricyclo[5.2.1.0*1,5*]dec-8-ene-6-carboxylic acid